3-(azetidin-1-yl)-4-((4-(5-(trifluoromethyl)-1,2,4-oxadiazol-3-yl)benzyl)amino)cyclobut-3-ene-1,2-dione N1(CCC1)C=1C(C(C1NCC1=CC=C(C=C1)C1=NOC(=N1)C(F)(F)F)=O)=O